COC(C)C1=CC=C(C2=C1N=C(O2)N2CC1CCCC(C2)N1C(=O)OC(C)(C)C)C=1SC=CN1 tert-Butyl 3-(4-(1-methoxyethyl)-7-(thiazol-2-yl)benzo[d]oxazol-2-yl)-3,9-diazabicyclo[3.3.1]nonane-9-carboxylate